C(C1=CC=CC=C1)N1CC2(C1)CC(C2)NC(=O)N2[C@@H](CN(C[C@@H]2C)C2=NC=C(C=N2)C(F)(F)F)C (2R,6S)-N-{2-benzyl-2-azaspiro[3.3]heptan-6-yl}-2,6-dimethyl-4-[5-(trifluoromethyl)pyrimidin-2-yl]piperazine-1-carboxamide